tertbutyl 6-[3-carbamoyl-4-(4-fluoro-2-methoxy-phenyl)-6,7-dihydro-5H-cyclopenta[c]pyridin-1-yl]-3,4-dihydro-1H-isoquinoline-2-carboxylate C(N)(=O)C1=C(C2=C(C(=N1)C=1C=C3CCN(CC3=CC1)C(=O)OC(C)(C)C)CCC2)C2=C(C=C(C=C2)F)OC